OC1=CC=C(C=C1)C=1NC(=C2N(C1)C(C=N2)=O)C(C2=C(C(=C(C(=C2[2H])[2H])[2H])[2H])[2H])([2H])[2H] 6-(4-hydroxyphenyl)-8-(1,1-dideuterio-1-(2,3,4,5,6-pentadeuterophenyl)methyl)imidazo[1,2-a]pyrazin-3(7H)-one